2-[4-cyclopropyl-3-[2-[[(R)-phenyl-[(3R)-1,2,3,4-tetrahydropyrido[2,3-b]pyrazin-3-yl]methyl]amino]ethyl]phenyl]acetic acid C1(CC1)C1=C(C=C(C=C1)CC(=O)O)CCN[C@@H]([C@H]1CNC2=C(N1)N=CC=C2)C2=CC=CC=C2